COC(C(C(=O)OC)CC(C)(F)F)=O 2-(2,2-difluoropropyl)malonic acid dimethyl ester